C(C)(C)(C)[C@H]1OC[C@H](N1C(=O)OC(C)(C)C)C(=O)OC 3-(tert-Butyl) 4-methyl (2R,4S)-2-(tert-butyl)oxazolidine-3,4-dicarboxylate